COC(C1=CC(=CC=C1)C(NC1=CC2=C(NC(=N2)C2=CC=C(C=C2)F)C=C1)=O)=O 3-((2-(4-fluorophenyl)-1H-benzimidazol-5-yl)carbamoyl)benzoic acid methyl ester